C(C1=CC=CC=C1)O[C@H]1[C@H](OC2([C@@H]([C@H]1N1N=NC(=C1)C1=CC(=C(C(=C1)F)F)F)OCC1=CC=CC=C1)N(C(CCC2)=O)CC2=CC(=CC=C2)Cl)COCC2=CC=CC=C2 (2R,3R,4S,5R)-3,5-bis(benzyloxy)-2-((benzyloxy)methyl)-7-(3-chlorobenzyl)-4-(4-(3,4,5-Trifluorophenyl)-1H-1,2,3-triazol-1-yl)-1-oxa-7-azaspiro[5.5]undecane-8-one